sodium oxazolium phosphate P(=O)([O-])([O-])O.O1C=[NH+]C=C1.[Na+]